C1[C@H](NC(=O)O1)C(C2=CC=CC=C2)C3=CC=CC=C3 (R)-(+)-4-(diphenylmethyl)-2-oxazolidinone